tert-butyl 3-[4-[2-[[tert-butyl(dimethyl)silyl] oxymethyl] thieno[3,2-b]pyridin-7-yl]-6-chloro-1,1a,2,7b-tetrahydrocyclopropa[c]quinolin-3-yl]azetidine-1-carboxylate [Si](C)(C)(C(C)(C)C)OCC1=CC2=NC=CC(=C2S1)C1=CC(=CC=2C3C(CN(C12)C1CN(C1)C(=O)OC(C)(C)C)C3)Cl